NC=1C(=C(C(=O)NC2=C(C=C(C=C2C)C(C(F)(F)F)(C(F)(F)F)F)Br)C=CC1)F 3-amino-N-(2-bromo-6-methyl-4-(perfluoropropan-2-yl)phenyl)-2-fluorobenzamide